NC1=C(C=C(C=C1)P(C)(C)=O)C(F)F (4-amino-3-(difluoromethyl)phenyl)dimethylphosphine oxide